N1(CCC1)CC1=C(COC2=CC(=C(C=C2Cl)S(=O)(=O)NC=2SC=CN2)F)C=CC=C1 4-((2-(azetidin-1-ylmethyl)benzyl)oxy)-5-chloro-2-fluoro-N-(thiazol-2-yl)benzenesulfonamide